4-bromo-5-(difluoromethyl)-6-fluoro-1-trityl-1H-indazole BrC1=C2C=NN(C2=CC(=C1C(F)F)F)C(C1=CC=CC=C1)(C1=CC=CC=C1)C1=CC=CC=C1